BrC1=CN(C2=NC(=CN=C21)N2C1CC(CC2CC1)C#N)COCC[Si](C)(C)C exo-8-(7-Bromo-5-{[2-(trimethylsilyl)ethoxy]methyl}-5H-pyrrolo[2,3-b]pyrazin-3-yl)-8-azabicyclo[3.2.1]octane-3-carbonitrile